4-(2-fluoro-3-(4,4,5,5-tetramethyl-1,3,2-dioxaborolan-2-yl)phenyl)-1-(1-(4-fluoro-phenyl)propyl)-1H-pyrazole FC1=C(C=CC=C1B1OC(C(O1)(C)C)(C)C)C=1C=NN(C1)C(CC)C1=CC=C(C=C1)F